6-{3-methylbicyclo[1.1.1]pentane-1-carbonyl}-2-oxo-1,2,5,6,7,8-hexahydro-1,6-naphthyridine-3-carboxamide CC12CC(C1)(C2)C(=O)N2CC=1C=C(C(NC1CC2)=O)C(=O)N